OC=1C=C(C=CC1O)\C=C\C1=CC=C(C=C1)OC(C)=O 3,4-dihydroxy-4'-acetoxy-trans-stilbene